ClC=1N=C(C2=C(N1)N(C=C2I)[C@@H]2C[C@@H]([C@@H]1[C@H]2OC(O1)(C)C)C=1CCN(CC1)C(=O)OC(C)(C)C)Cl Tert-butyl 4-((3aR,4R,6R,6aS)-6-(2,4-dichloro-5-iodo-7H-pyrrolo[2,3-d]pyrimidin-7-yl)-2,2-dimethyltetrahydro-4H-cyclopenta[d][1,3]dioxol-4-yl)-3,6-dihydropyridine-1(2H)-carboxylate